NNC(OC(C)(C)C)=O tert-butyl N-aminocarbamate